5-(4-fluoro-1-isopropyl-2-methyl-1H-benzo[d]imidazol-6-yl)-N-(cis-4-(2-methoxyethoxy)cyclohexyl)pyrrolo[2,1-f][1,2,4]triazin-2-amine FC1=CC(=CC=2N(C(=NC21)C)C(C)C)C=2C=CN1N=C(N=CC12)N[C@@H]1CC[C@@H](CC1)OCCOC